CC1(COC=2C1=NC(=CC2)C(=O)OC)C methyl 3,3-dimethyl-2,3-dihydrofuro[3,2-b]pyridine-5-carboxylate